(E)-4-oxo-1,4-dihydropyridine-2,5-dicarboxamide O=C1C=C(NC=C1C(=O)N)C(=O)N